6-(Adamantan-1-yl)-1-methyl-4-(1H-1,2,4-triazol-1-yl)pyrido[3,4-d]pyridazin-7(6H)-one C12(CC3CC(CC(C1)C3)C2)N2C=C3C(=NN=C(C3=CC2=O)C)N2N=CN=C2